N,N,N',N'-tetrakis(β-hydroxylethyl)adipamide OCCN(C(CCCCC(=O)N(CCO)CCO)=O)CCO